(6R)-tetrahydrofolic acid tosylate S(=O)(=O)(O)C1=CC=C(C)C=C1.C(CC[C@@H](C(=O)O)NC(=O)C1=CC=C(NC[C@@H]2CNC=3N=C(N)NC(=O)C3N2)C=C1)(=O)O